FC=1C=CC=2N(C3=CC=C(C=C3C2C1)F)C[C@H](CN1C(CC[C@@H](C1)C)=O)O (S)-1-((R)-3-(3,6-difluoro-9H-carbazol-9-yl)-2-hydroxypropyl)-5-methylpiperidin-2-one